C(CCC)N1N=CC=2C(=NC=CC21)Cl 1-butyl-4-chloro-pyrazolo[4,3-c]pyridine